Tert-Butyl 4-(2-fluoro-4-formyl-3-hydroxyphenyl)piperazine-1-carboxylate FC1=C(C=CC(=C1O)C=O)N1CCN(CC1)C(=O)OC(C)(C)C